3-(7-benzyloxy-1-oxo-3,4-dihydroisoquinolin-2-yl)piperidine-2,6-dione C(C1=CC=CC=C1)OC1=CC=C2CCN(C(C2=C1)=O)C1C(NC(CC1)=O)=O